racemic-(2R,5R)-5-methyl-2-(1-methylethyl)cyclohexanone C[C@@H]1CC[C@@H](C(C1)=O)C(C)C |r|